CC(CC(=O)[O-])SCCOCCOCCSC(CC(=O)[O-])C 3,14-dimethyl-7,10-dioxa-4,13-dithiahexadecanedioate